NC1=CC(=C(C=C1F)N1CCN(CC1)C(=O)OCCCC)F butyl 4-(4-amino-2,5-difluoro-phenyl)piperazine-1-carboxylate